1-(2-((3-chloro-1-(2,6-difluorophenyl)-1,2-dihydro-6-methyl-2-oxopyridin-4-yloxy)methyl)-5-fluorobenzyl)-3-neopentylurea ClC=1C(N(C(=CC1OCC1=C(CNC(=O)NCC(C)(C)C)C=C(C=C1)F)C)C1=C(C=CC=C1F)F)=O